2-[3-(N-[(E)-(1-hexylpyridin-1-ium-4-yl)methyleneamino]anilino)propyl]isoindoline-1,3-dione bromide [Br-].C(CCCCC)[N+]1=CC=C(C=C1)\C=N\N(C1=CC=CC=C1)CCCN1C(C2=CC=CC=C2C1=O)=O